C(=C)SCCNC(CCNC([C@@H](C(COP(OP(OC[C@@H]1[C@H]([C@H]([C@@H](O1)N1C=NC=2C(N)=NC=NC12)O)OP(=O)(O)O)(=O)O)(=O)O)(C)C)O)=O)=O vinyl-CoA